(±)-(1S,2R,3R,5R)-3-amino-2-fluoro-8-azabicyclo[3.2.1]Octane-8-carboxylic acid tert-butyl ester C(C)(C)(C)OC(=O)N1[C@@H]2[C@@H]([C@@H](C[C@H]1CC2)N)F |r|